C1(CC1)(C1CC1)N1N=NC(=C1)[C@H](C1=C2C=CN=CC2=CC=C1)NC=1C=C2C(=C(C=NC2=C(C1)Cl)C#N)NCC(C)(C)C (S)-6-(((1-([1,1'-bi(cyclopropan)]-1-yl)-1H-1,2,3-triazol-4-yl)(isoquinolin-5-yl)methyl)amino)-8-chloro-4-(neopentylamino)quinoline-3-carbonitrile